2-(((R or S)-(4-isopropylphenyl)(thiophen-2-yl)methyl)carbamoyl)cyclopentane-1-carboxylic acid C(C)(C)C1=CC=C(C=C1)[C@H](C=1SC=CC1)NC(=O)C1C(CCC1)C(=O)O |o1:9|